(+-)-2-METHYLDECANENITRILE C[C@@H](C#N)CCCCCCCC |r|